C1(=CC=CC=C1)C1=NC(=CC(=C1)C1=C(C=CC=C1)F)C(F)(F)F 2-phenyl-4-(2-fluorophenyl)-6-(trifluoromethyl)pyridine